CS(=O)(=O)C1C(C(=C(C=C1C(C)C)C(C)C)C1=CC=CC=C1)(C(C)C)P(C1CCCCC1)C1CCCCC1 methanesulfonyl-(2-dicyclohexylphosphino-2,4,6-triisopropyl-1,1'-biphenyl)